(R)-5-(2-(isopropylamino)-7H-pyrrolo[2,3-d]pyrimidin-5-yl)-N-(1,1,1-trifluoropropan-2-yl)pyrazolo[1,5-a]pyridine-3-carboxamide C(C)(C)NC=1N=CC2=C(N1)NC=C2C2=CC=1N(C=C2)N=CC1C(=O)N[C@@H](C(F)(F)F)C